O=C1NC(CCC1N1C(C2=CC=CC(=C2C1=O)NCCOCCN1C(CCCC1)CNC(OC(C)(C)C)=O)=O)=O 1-Tert-butyl N-[[1-[2-[2-[[2-(2,6-dioxo-3-piperidyl)-1,3-dioxo-isoindolin-4-yl]amino]ethoxy] ethyl]-2-piperidyl]methyl]carbamate